adenosine-15N5 5'-diphosphate P(O)(=O)(OP(=O)(O)O)OC[C@@H]1[C@H]([C@H]([C@@H](O1)[15N]1C=[15N]C=2C([15NH2])=[15N]C=[15N]C12)O)O